N-(2-methylnaphthalen-1-yl)-2-oxopropanamide CC1=C(C2=CC=CC=C2C=C1)NC(C(C)=O)=O